Tert-butyl (2-(2-(N,N-bis(4-methoxybenzyl)sulfamoyl)-4-iodo-3-(2-(4-methoxybenzyl)-2H-tetrazol-5-yl)phenylsulfonamido)ethyl)carbamate COC1=CC=C(CN(S(=O)(=O)C2=C(C=CC(=C2C=2N=NN(N2)CC2=CC=C(C=C2)OC)I)S(=O)(=O)NCCNC(OC(C)(C)C)=O)CC2=CC=C(C=C2)OC)C=C1